(6-chloro-3-methylpyridine-2-yl)methanol ClC1=CC=C(C(=N1)CO)C